C(=C)OCCCCC1(CC(CC(C1)(C(=O)[O-])CCCCOC=C)(C(=O)[O-])CCCCOC=C)C(=O)[O-] 1,3,5-tris[4-(ethenyloxy)butyl]1,3,5-cyclohexane-tricarboxylate